(E) or (Z)-3-ethyl-4-(methoxyimino)-1-methyl-9-oxo-4,9-dihydro-1H-naphtho[2,3-d]imidazolium C(C)N1C[NH+](C2=C1C(C1=CC=CC=C1C2=O)=NOC)C